(indol-5-yl)ethan-1-one N1C=CC2=CC(=CC=C12)C(C)=O